8-ethoxy-2-(1-methyl-2-oxabicyclo[2.2.1]heptan-4-yl)imidazo[1,2-a]pyrazine C(C)OC=1C=2N(C=CN1)C=C(N2)C21COC(CC2)(C1)C